BrC1=C(C=CC=C1)C(C)C 1-bromo-2-isopropylbenzene